methyl-4-oxo-1,8-naphthyridine-3-carboxylate COC(=O)C1C=NC2=NC=CC=C2C1=O